ClC=1C=C2C(=CC(=NC2=CC1)C(F)(F)F)NCC1(CNC1)N1N=CC(=C1)C#N 1-(3-(((6-chloro-2-(trifluoromethyl)quinolin-4-yl)amino)methyl)azetidin-3-yl)-1H-pyrazole-4-carbonitrile